BrC=1C=CC(=C(C1)NC(C(=O)O)C)OC ((5-bromo-2-methoxyphenyl)amino)propionic acid